N-(isoindolin-4-yl)-N-methylbut-2-enamide C1NCC2=C(C=CC=C12)N(C(C=CC)=O)C